C1(CC1)CC1=C(C(=NN1C=1SC=C(N1)C(=O)O)C=1C=C(C(=CC1)F)C1=CC(=CC=C1)C)CC1=CC(=C(C=C1)S(N)(=O)=O)F 2-(5-(cyclopropylmethyl)-3-(6-fluoro-3'-methyl-[1,1'-biphenyl]-3-yl)-4-(3-fluoro-4-sulfamoylbenzyl)-1H-pyrazol-1-yl)thiazole-4-carboxylic acid